OCC1CCC(CC1)C=1SC2=C(N1)C=C(C(=C2)NC(=O)C2=NC(=CC=C2)C(F)(F)F)C(C([2H])([2H])[2H])(C([2H])([2H])[2H])O N-[2-[4-(hydroxymethyl)cyclohexyl]-5-[2,2,2-trideuterio-1-hydroxy-1-(trideuteriomethyl)ethyl]-1,3-benzothiazol-6-yl]-6-(trifluoromethyl)pyridine-2-carboxamide